NC1=C(C=NC=C1C=O)OC1CC1 4-AMINO-5-CYCLOPROPOXYNICOTINALDEHYDE